[Co].[Li].CN(CCC(C)N(C)C)C 1,3-bis(dimethylamino)butane lithium cobalt